(9Z,12Z,15Z,18Z,21Z)-9,12,15,18,21-Tetracosapentaenoic acid C(CCCCCCC\C=C/C\C=C/C\C=C/C\C=C/C\C=C/CC)(=O)O